[Si](C)(C)(C(C)(C)C)OC(C#CC(CNC(C1=C(C=CC=C1)C=O)=O)O)(C)C N-{5-[(tert-butyldimethylsilyl)oxy]-2-hydroxy-5-methylhex-3-yn-1-yl}-2-formylbenzamide